1,3-bis(2-ethylhexyl)imidazolium C(C)C(CN1C=[N+](C=C1)CC(CCCC)CC)CCCC